FC1=NN2C(N=CC3=C2[C@@](CN3)(C(F)(F)F)C)=C1 (R)-2-fluoro-8-methyl-8-(trifluoromethyl)-7,8-dihydro-6H-pyrazolo[1,5-a]pyrrolo[2,3-e]pyrimidine